methyl 1-(2-methoxy-4-pyridinyl)-1,2,4-triazole-3-carboxylate COC1=NC=CC(=C1)N1N=C(N=C1)C(=O)OC